3-((pyridin-2-ylmethoxy)methyl)-4,5-dihydroisoxazole-5-carboxamide N1=C(C=CC=C1)COCC1=NOC(C1)C(=O)N